BrC=1C=C(C(NC1)=O)C#N 5-bromo-2-oxo-1,2-dihydropyridine-3-carbonitrile